propyl 4-methyl-2-(3-(3-(5-methyl-1,2,4-oxadiazol-3-yl)benzamido)propan-amido)thiazole-5-carboxylate CC=1N=C(SC1C(=O)OCCC)NC(CCNC(C1=CC(=CC=C1)C1=NOC(=N1)C)=O)=O